C(=O)(O)CNCCCC[C@H](N)C(=O)O Nε-(carboxymethyl)-L-lysine